(3S)-3-(2-oxa-7-azaspiro[3.5]nonan-7-ylmethyl)-10-(2,4-difluorophenyl)-7-((3S,5R)-3,5-dimethylpiperazin-1-yl)-9-(trifluoromethyl)-2H-[1,4]thiazino[2,3,4-ij]quinazolin C1OCC12CCN(CC2)C[C@H]2CSC=1C(=C(C=C3C(=NCN2C13)N1C[C@@H](N[C@@H](C1)C)C)C(F)(F)F)C1=C(C=C(C=C1)F)F